Methyl 4-(3-(3,4-difluoro-2-methoxyphenyl)-4,5-dimethyl-5-(trifluoromethyl)tetrahydrofuran-2-carboxamido)picolinate FC=1C(=C(C=CC1F)C1C(OC(C1C)(C(F)(F)F)C)C(=O)NC1=CC(=NC=C1)C(=O)OC)OC